ClC1=NC=C(C(=N1)NC1=C(C=CC=C1)N(S(=O)(=O)C)CC)Cl N-(2-((2,5-dichloropyrimidin-4-yl)amino)phenyl)-N-ethylmethanesulfonamide